Cl.Cl.N[C@H](C(=O)NCCN1CCOCC1)[C@H](CC)C (2S,3S)-2-amino-3-methyl-N-(2-morpholinoethyl)-pentanamide di-HCl salt